ClC1=C(C=C(C=C1)B(O)O)C#N (4-chloro-3-cyanophenyl)boronic acid